(R)-2-(7-((1-methylpiperidin-3-yl)amino)pyrazolo[1,5-d][1,2,4]triazin-4-yl)-5-(trifluoromethyl)phenol CN1C[C@@H](CCC1)NC1=NN=C(C=2N1N=CC2)C2=C(C=C(C=C2)C(F)(F)F)O